C1(CCCC1)CN1C(CCC1=O)C(=O)O 1-(Cyclopentylmethyl)-5-oxopyrrolidine-2-carboxylic Acid